1-(5-((5-chloro-4-phenylpyridin-2-yl)amino)pyridin-3-yl)pyrrolidin-2-one ClC=1C(=CC(=NC1)NC=1C=C(C=NC1)N1C(CCC1)=O)C1=CC=CC=C1